FC1=CC=C2C(=CN(C2=C1)CC1=NC=CC=C1)/C=C(/C(=O)O)\C#N.[N+](=O)([O-])C=1C=NN(C1)CC(=O)N 2-(4-nitro-1H-pyrazol-1-yl)acetamide (E)-3-(6-fluoro-1-(pyridin-2-ylmethyl)-1H-indol-3-yl)-2-cyanoacrylate